(2S,3R,4S,5R)-2-(4-amino-5-iodopyrrolo[2,1-f][1,2,4]triazin-7-yl)-5-((2-(methylamino)quinolin-7-yloxy)methyl)tetrahydrofuran-3,4-diol NC1=NC=NN2C1=C(C=C2[C@@H]2O[C@@H]([C@H]([C@H]2O)O)COC2=CC=C1C=CC(=NC1=C2)NC)I